NC1=NC=C(C(=N1)N)C=O 2,4-DIAMINOPYRIMIDINE-5-CARBOXALDEHYDE